CC1(OC[C@H](NC1)C(=O)O)C (S)-6,6-Dimethylmorpholine-3-carboxylic acid